4-azaphthalide C1(=O)OCC2=NC=CC=C12